1-(4-(2-oxo-2,3-dihydro-1H-imidazo[4,5-b]pyridin-7-yl)-1H-pyrazole-1-carbonyl)azetidine-3-carbonitrile O=C1NC=2C(=NC=CC2C=2C=NN(C2)C(=O)N2CC(C2)C#N)N1